C(#C)C=1C(=NC=C(C1)F)N1CCN(CC1)[C@H]1CC2(CN(C2)C(=O)OCC)CC1 ethyl (6R)-6-[4-(3-ethynyl-5-fluoro-2-pyridyl)piperazin-1-yl]-2-azaspiro[3.4]-octane-2-carboxylate